OC=1C=C(C2=CC=CC=C2C1)N1CC=2N=C(N=C(C2CC1)N1CCN(CC1)C(=O)OC(C)(C)C)OC[C@H]1N(CCC1)CCOC Tert-Butyl 4-[7-(3-hydroxy-1-naphthyl)-2-[[(2S)-1-(2-methoxyethyl)pyrrolidin-2-yl]methoxy]-6,8-dihydro-5H-pyrido[3,4-d]pyrimidin-4-yl]piperazine-1-carboxylate